tert-butyl (R)-(1-(5-((5,5-difluoro-2-oxotetrahydropyrimidin-1(2H)-yl)methyl)-1H-benzo[d]imidazol-2-yl)-2-((1,1,1-trifluoro-2-methylpropan-2-yl)oxy)ethyl)carbamate FC1(CNC(N(C1)CC1=CC2=C(NC(=N2)[C@H](COC(C(F)(F)F)(C)C)NC(OC(C)(C)C)=O)C=C1)=O)F